C(C1=CC=CC=C1)OC(=O)N[C@H](C(=O)N[C@@H](C(=O)O)CNC(=O)OC(C)(C)C)C(C)OC(C)(C)C (R)-2-((S)-2-benzyloxycarbonylamino-3-tert-butoxy-butyrylamino)-3-tert-butoxycarbonylamino-propionic acid